C1(CCCCC1)CNC(=O)C1C2C=CC(C1)C2 5-cyclohexylmethylaminocarbonyl-bicyclo[2.2.1]hept-2-ene